(4R)-4-cyano-4-methyl-N-[[4-[(1S,2S)-2-phenylcyclopropyl]-2-pyridyl]methyl]isochroman-6-carboxamide C(#N)[C@@]1(COCC2=CC=C(C=C12)C(=O)NCC1=NC=CC(=C1)[C@@H]1[C@H](C1)C1=CC=CC=C1)C